ClC1=C2C[C@H](OC(C2=C(C(=C1)C(=O)N[C@H](C(=O)O)C(C)C)O)=O)C (2S)-2-[[(3R)-5-chloro-8-hydroxy-3-methyl-1-oxo-3,4-dihydroisochromene-7-carbonyl]amino]-3-methylbutanoic acid